N-(4-(4-amino-7-cyano-1-methyl-3-(4-((4-methylpyrimidin-2-yl)oxy)phenyl)-1H-pyrrolo[3,2-c]pyridin-2-yl)-3-chlorophenyl)-2-fluoroacrylamide NC1=NC=C(C2=C1C(=C(N2C)C2=C(C=C(C=C2)NC(C(=C)F)=O)Cl)C2=CC=C(C=C2)OC2=NC=CC(=N2)C)C#N